5-chloro-7-iodo-8-methoxyquinoline ClC1=C2C=CC=NC2=C(C(=C1)I)OC